Trichloroethen ClC=C(Cl)Cl